t-butyl-(3-methyl-3-pentyl)phosphine chloride [Cl-].C(C)(C)(C)PC(CC)(CC)C